(R)-2-hydroxy-3-((R)-2-(5-oxo-2,3-dihydro-5H-thiazolo[3,2-a]pyrimidine-6-carboxamido)-2-(4-phosphonophenyl)acetamido)-3,4-dihydro-2H-benzo[e][1,2]oxaborinine-8-carboxylic acid OB1OC2=C(C[C@@H]1NC([C@@H](C1=CC=C(C=C1)P(=O)(O)O)NC(=O)C1=CN=C3N(C1=O)CCS3)=O)C=CC=C2C(=O)O